ClC1=NC=C(C(=C1)C1=C(C=NC(=C1)C)C(=O)NC1=NN=C(S1)C(=O)O[Li])OC(F)F Lithio 5-[2'-chloro-5'-(difluoromethoxy)-6-methyl-[4,4'-bipyridine]-3-amido]-1,3,4-thiadiazole-2-carboxylate